CC(C)C(C(C#C)C)O 2,4-dimethyl-5-hexyn-3-ol